FC(C(O)C1=CC(=C(C=C1)[N+](=O)[O-])F)(F)F 2,2,2-trifluoro-1-(3-fluoro-4-nitrophenyl)ethan-1-ol